N[C@H]1CCC2=CC(=CC=C12)N1C(=NC=2C1=NC(=CC2)C=2N=NC=CC2)C=2C(=NC=CC2)N 3-{3-[(1S)-1-amino-2,3-dihydro-1H-inden-5-yl]-5-(pyridazin-3-yl)imidazo[4,5-b]pyridin-2-yl}pyridin-2-amine